5-(2-azidoethoxy)-1,3,4-thiadiazol-2-amine N(=[N+]=[N-])CCOC1=NN=C(S1)N